CN(C/C=C/C(=O)N(C)[C@H](C(=O)NCCCOC=1C=C(C=CC1)NC=1C(=NC(=C(N1)NC)CC)C(=O)N)C)C (S,E)-3-((3-(3-(2-(4-(dimethylamino)-N-methylbut-2-enamido)propanamido)propoxy)phenyl)amino)-6-ethyl-5-(methylamino)pyrazine-2-carboxamide